[Se]1C(=NC2=C1C=CC=C2)C2=CC=C(C=C2)NC=2C1=CC=CC=C1N=C1C=CC=CC21 N-(4-(benzo[d][1,3]selenazol-2-yl)phenyl)acridin-9-amine